2,4-dichloroimidazole ClC=1NC=C(N1)Cl